2-chloro-7-methyl-4-(3-(trifluoromethyl)bicyclo[1.1.1]pentan-1-yl)pteridine ClC1=NC2=NC(=CN=C2C(=N1)C12CC(C1)(C2)C(F)(F)F)C